O1CCN(CC1)CCC1CCC2=C(C(C=3C=CC=CC3C2=O)=O)CC1 8-(2-morpholinoethyl)-7,8,9,10-tetrahydro-5H-cyclohepta[b]naphthalene-5,11(6H)-dione